3-diethylamino-6-methyl-7-n-octylaminofluorane C(C)N(C(CC)CCC(C(C)NF)C)CC